N-ETHYL-2-[ETHYL(5-FORMYLFURAN-2-YL)AMINO]ACETAMIDE C(C)NC(CN(C=1OC(=CC1)C=O)CC)=O